ClC=1C(=CC(=NC1)N)C(F)(F)F 5-chloro-4-(trifluoromethyl)pyridine-2-amine